N1CC(CC1)C(=O)OCC1=CC=C2C(=N1)N=C(O2)C2=C(C(=CC=C2)Br)C ((2-(3-bromo-2-methylphenyl) oxazolo[4,5-b]pyridin-5-yl) methyl) pyrrolidine-3-carboxylate